ClC=1C=CC(=NC1)[C@@]1(OC2=C(O1)C=CC=C2C2CCN(CC2)CC2=NC1=C(N2C[C@H]2OCC2)C=C(C=C1O)C(=O)OC)C methyl 2-((4-((S)-2-(5-chloropyridin-2-yl)-2-methylbenzo[d][1,3]dioxol-4-yl)piperidin-1-yl)methyl)-4-hydroxy-1-(((S)-oxetan-2-yl)methyl)-1H-benzo[d]imidazole-6-carboxylate